bis(4-butylphenyl)-bisphenylbenzidine C(CCC)C1=CC=C(C=C1)N(C1=CC=C(C2=CC=C(N(C3=CC=CC=C3)C3=CC=C(C=C3)CCCC)C=C2)C=C1)C1=CC=CC=C1